6-(2-((5-(3,4-dimethylpiperazin-1-yl)-2-(trifluoromethoxy)phenyl)amino)-5-fluoropyrimidin-4-yl)-3,3-dimethylisoindol-1-one CC1CN(CCN1C)C=1C=CC(=C(C1)NC1=NC=C(C(=N1)C1=CC=C2C(NC(C2=C1)=O)(C)C)F)OC(F)(F)F